(S)-6-(((1-(1-(tert-butyl)piperidin-4-yl)-1H-1,2,3-triazol-4-yl)(2-methylpyridin-3-yl)methyl)amino)-8-chloro-4-((3-chloro-4-fluorophenyl)amino)quinoline-3-carbonitrile C(C)(C)(C)N1CCC(CC1)N1N=NC(=C1)[C@H](C=1C(=NC=CC1)C)NC=1C=C2C(=C(C=NC2=C(C1)Cl)C#N)NC1=CC(=C(C=C1)F)Cl